(S)-(4-(7-methylbenzo[d]oxazol-2-yl)-6,7-dihydro-1H-imidazo[4,5-c]pyridin-5(4H)-yl)(5-(pyridin-2-yl)-1,3,4-oxadiazol-2-yl)methanone CC1=CC=CC=2N=C(OC21)[C@H]2N(CCC1=C2N=CN1)C(=O)C=1OC(=NN1)C1=NC=CC=C1